CC1=NC(=NC=C1OC1CCCCC1)C=1C=NN(C1CNC1=NC=CC(=N1)OCC(C(F)F)(F)F)C (1S,3S)-3-((4-Methyl-2-(1-methyl-5-(((4-(2,2,3,3-tetrafluoropropoxy)pyrimidin-2-yl)amino)methyl)-1H-pyrazol-4-yl)pyrimidin-5-yl)oxy)cyclohexan